O=C1N(CN(C2=CC(=CC=C12)C1=CC=CC=C1)S(=O)(=O)C1=CC(=CC=C1)C(F)(F)F)CC(C(=O)O)(C)C 3-(4-oxo-7-phenyl-1-((3-(trifluoromethyl)phenyl)sulfonyl)-1,2-dihydroquinazolin-3(4H)-yl)-2,2-dimethylpropionic acid